FCCCN1CC(C1)CC1=CC=C(C=C1)C1=C(CCCC2=C1C=CC=C2)C2=C(C=C(C=C2F)F)F 9-(4-((1-(3-Fluoropropyl)azetidin-3-yl)methyl)phenyl)-8-(2,4,6-trifluorophenyl)-6,7-dihydro-5H-benzo[7]annulen